CC1=CC=C(C(=O)C=2C=C(C=CC2)NC(OC(C)(C)C)=O)C=C1 tert-butyl (3-(4-methylbenzoyl)phenyl)carbamate